C(#N)C1=CC=C(C=C1)C1=CC=C(C=C1)OC 4-cyano-4'-methoxybiphenyl